C(C)OC(=O)C1(CC2=CC=CC(=C2C(C1)C(NC1=CC=CC=C1)=O)F)C(=O)OCC 5-fluoro-4-(phenylcarbamoyl)-3,4-dihydronaphthalene-2,2(1H)-dicarboxylic acid diethyl ester